3,4-diphenylthiophene C1(=CC=CC=C1)C1=CSC=C1C1=CC=CC=C1